1-benzyl-5-(3-methoxyphenyl)-1H-pyrazol-3-yl[methoxy]-2-methylpropanoic acid C(C1=CC=CC=C1)N1N=C(C=C1C1=CC(=CC=C1)OC)CC(C(=O)O)(C)OC